ClC=1C=C(C=C(C1)C=NCCC1=CC=CC=C1)O 3-chloro-5-((phenethyl-imino)methyl)phenol